C[C@H](CC(=O)N)CCCC (S)-3-methyl-heptanoic acid amide